C(C)(C)(C)OC(=O)N[C@H](C(=O)O)CCCCNC(=O)OC(C)(C)C (S)-2,6-bis((tert-butoxycarbonyl)amino)hexanoic acid